ClC1=CC=C(C=C1)C=1N(C(N(C1)CC1=NN(C(=N1)[C@H](C)O)C=1C=NC=CC1)=O)C[C@@H](C(F)(F)F)O 4-(4-chlorophenyl)-1-((1-(pyridin-3-yl)-5-((S)-1-hydroxyethyl)-1H-1,2,4-triazol-3-yl)methyl)-3-((S)-3,3,3-trifluoro-2-hydroxypropyl)-1,3-dihydro-2H-imidazol-2-one